7-(Azetidin-3-yl)-2-(4-phenoxyphenyl)-4,5,6,7-tetrahydropyrazolo[1,5-a]pyrimidine-3-carboxamide N1CC(C1)C1CCNC=2N1N=C(C2C(=O)N)C2=CC=C(C=C2)OC2=CC=CC=C2